Methyl 3-methyl-9-oxo-16-thia-2,4,5,8-tetraazatetracyclo[8.6.0.02,6.011,15]hexadeca-1(10),3,5,11(15)-tetraene-13-carboxylate CC=1N2C=3SC=4CC(CC4C3C(NCC2=NN1)=O)C(=O)OC